methyl (2R)-2-(tert-butoxycarbonylamino)-3-(3-methoxy-4-pyridyl)propanoate C(C)(C)(C)OC(=O)N[C@@H](C(=O)OC)CC1=C(C=NC=C1)OC